5-bromo-8-fluoro-N-(4-methylsulfonylphenyl)-2,6-naphthyridin-3-amine BrC1=C2C=C(N=CC2=C(C=N1)F)NC1=CC=C(C=C1)S(=O)(=O)C